N,N-bis(2-hydroxyethyl)2-(tetrahydrofurfuryloxycarbonyl)ethylamine OCCN(CCO)CCC(=O)OCC1CCCO1